C(C1=CC=CC=C1)OC(=O)N1C[C@@H](N(CC1)C1=NC(=NC2=C(C(=C(C=C12)Cl)Br)F)Cl)C.C(=O)(O)C=1C(=C(OC2=C(C(=C(C(=C2F)F)OC2=C(C(=C(C(=C2F)F)C(=O)O)C(=O)O)F)F)F)C(=C(C1C(=O)O)F)F)F 1,4-bis(3,4-dicarboxytrifluorophenoxy)tetrafluorobenzene (S)-benzyl-4-(7-bromo-2,6-dichloro-8-fluoroquinazolin-4-yl)-3-methylpiperazine-1-carboxylate